FC=1C=C(C=CC1F)C=1C(CCC2=C(C1C1=CC=C(C=C1)CC1CN(C1)CCCF)C=CC=C2)C 8-(3,4-Difluorophenyl)-9-(4-((1-(3-fluoropropyl)azetidin-3-yl)methyl)phenyl)-7-methyl-6,7-dihydro-5H-benzo[7]annulen